C(C=C)(=O)OCCCC#N γ-cyanopropyl acrylate